(3r,4r)-1-(4-chloro-2,6-difluorophenyl)-4-[[4-fluoro-2-(3-hydroxypropyl)phenoxy]methyl]piperidine-3,4-diol ClC1=CC(=C(C(=C1)F)N1C[C@H]([C@](CC1)(O)COC1=C(C=C(C=C1)F)CCCO)O)F